N-(3-(1H-pyrazol-1-yl)benzyl)-N-(3-methoxybenzyl)-3-(piperidin-1-ylmethyl)aniline N1(N=CC=C1)C=1C=C(CN(C2=CC(=CC=C2)CN2CCCCC2)CC2=CC(=CC=C2)OC)C=CC1